methyl 4-(4-chloro-3-ethyl-1-methyl-1H-pyrazolo[3,4-d]pyrimidin-6-yl)benzoate ClC1=C2C(=NC(=N1)C1=CC=C(C(=O)OC)C=C1)N(N=C2CC)C